C(C=C)C1CNC(C(=C1NCC1=C(C=NC=C1)OCCOCC=C)C(NC1=C(C(=CC=C1)Cl)OC)=S)=O 3-allyl-4-{[3-(2-allyloxyethoxy)-4-pyridyl]methylamino}-N-(3-chloro-2-methoxy-phenyl)-6-oxo-2,3-dihydro-1H-pyridine-5-carbothioamide